BrC=1C=C(C(=NC1)N)N=CC1=CC=CC=C1 5-Bromo-N3-(phenyl-methylene)pyridine-2,3-diamine